3-chloro-1-methyl-1H-pyrrol ClC1=CN(C=C1)C